dimethylamino(chloro)(2,4-difluorophenyl)phosphine CN(C)P(C1=C(C=C(C=C1)F)F)Cl